C1(CC1)C(=O)C12CN(CC(NC1)C2)C=2C=NC1=CC=CN=C1C2 (cyclopropanecarbonyl)-3-(1,5-naphthyridin-3-yl)-3,6-diazabicyclo[3.2.1]octan